C(#N)C1=CC(=C(C=C1)NS(=O)(=O)C1=CNC=C1CC1=CC(=CC=C1)SC)F N-(4-cyano-2-fluoro-phenyl)-4-[(3-methylsulfanylphenyl)methyl]-1H-pyrrole-3-sulfonamide